OC1=CC=C(C=C1)C1=NC=2N(C(=C1)C(F)(F)F)N=CC2C(=O)C2CCCC2 [5-(4-Hydroxyphenyl)-7-(trifluoromethyl)pyrazolo[1,5-a]pyrimidin-3-yl]cyclopentylmethanone